ClC=1C(=C(C=CC1)NC1=NC=NC2=CC(=CC=C12)C(=O)NCCCCCCNC=1C2=CC=CC=C2N=C2CCCCC12)F 4-((3-chloro-2-fluorophenyl)amino)-N-(6-((1,2,3,4-tetrahydroacridin-9-yl)amino)hexyl)quinazoline-7-carboxamide